4-(azetidin-1-ylmethyl)-3-(2-chloro-3-((N-methylsulfamoyl) amino) benzyl)-6-fluoro-2-oxo-2H-benzopyran-7-yl dimethylcarbamate CN(C(OC1=CC2=C(C(=C(C(O2)=O)CC2=C(C(=CC=C2)NS(NC)(=O)=O)Cl)CN2CCC2)C=C1F)=O)C